4-(6-(2-((2-(3-carboxypropanoyl)benzo[b]thiophen-6-yl)amino)-2-oxoethoxy)-benzo[b]thiophen-2-yl)-4-oxobutanoic acid C(=O)(O)CCC(=O)C1=CC2=C(S1)C=C(C=C2)NC(COC=2C=CC1=C(SC(=C1)C(CCC(=O)O)=O)C2)=O